FC1=C(C=CC=C1)C1=CC(=NO1)[C@H](CC=C)NC(OC(C)(C)C)=O tert-butyl (S)-(1-(5-(2-fluorophenyl)isoxazol-3-yl)but-3-en-1-yl)carbamate